5-((3,4-dibromothiophen-2-yl)methyl)-N-methoxy-N-methyl-1H-pyrazole-4-carboxamide BrC1=C(SC=C1Br)CC1=C(C=NN1)C(=O)N(C)OC